tert-Butyl 4-hydroxy-4-(oxazol-2-yl)piperidine-1-carboxylate OC1(CCN(CC1)C(=O)OC(C)(C)C)C=1OC=CN1